C(#N)C1=CC(=C(C=C1)C1(OC2=C(O1)C=CC=C2C2CCN(CC2)CC2=NC1=C(N2CC=2OC=CN2)C=C(C=C1)C(=O)[O-])C)F.[NH4+] ammonium 2-({4-[2-(4-cyano-2-fluorophenyl)-2-methyl-1,3-benzodioxol-4-yl]piperidin-1-yl}methyl)-1-(1,3-oxazol-2-ylmethyl)-1H-benzimidazole-6-carboxylate